BrC1=CC(=C(C2=CC=CC=C12)C(F)(F)F)OCOC 4-bromo-2-(methoxymethoxy)-1-(trifluoromethyl)naphthalene